PHENYLPYRIMIDINHYDRAZIDE C1(=CC=CC=C1)C1=NC(=NC=C1)C(=O)NN